N-succinyl-β-alanine C(CCC(=O)O)(=O)NCCC(=O)O